2-β-aminoethylthiomethyl-pyridine N-oxide dihydrochloride Cl.Cl.NCCSCC1=[N+](C=CC=C1)[O-]